(7-methyl-1H-imidazo[4,5-b]pyridin-2-yl)methanol CC1=C2C(=NC=C1)N=C(N2)CO